4-[1-(8-fluoro-[1,2,4]triazolo[1,5-c]pyrimidin-5-yl)piperidine-4-carbonyl]-3,5-dihydro-2H-pyrido[3,4-f][1,4]oxazepine-9-carbonitrile FC=1C=2N(C(=NC1)N1CCC(CC1)C(=O)N1CCOC3=C(C1)C=NC=C3C#N)N=CN2